C(C)(C)(C)C1=CC=C(CSN)C=C1 S-4-tert-butylbenzyl-sulfenamide